2-(1-mercaptononyl)-1,4,5,8-tetramethoxynaphthalene SC(CCCCCCCC)C1=C(C2=C(C=CC(=C2C(=C1)OC)OC)OC)OC